2-tert-butoxycarbonylamino-3-methyl-3-p-toluenesulfonyloxybutyric acid C(C)(C)(C)OC(=O)NC(C(=O)O)C(C)(OS(=O)(=O)C1=CC=C(C)C=C1)C